cyclohexane-1,1-dimethanol C1(CCCCC1)(CO)CO